C(C)(C)OC=1C(=CC2=CN(N=C2C1)C1CCNCC1)NC(=O)C1=NC(=CC=C1)C(F)(F)F N-[6-isopropoxy-2-(4-piperidinyl)indazol-5-yl]-6-(trifluoromethyl)pyridine-2-carboxamide